N-methyl-4-(prop-2-ynylamino)-3-(trideuteriomethoxy)benzamide methyl-2-[(2,6-dibromophenoxy)methyl]prop-2-enoate COC(C(=C)COC1=C(C=CC=C1Br)Br)=O.CNC(C1=CC(=C(C=C1)NCC#C)OC([2H])([2H])[2H])=O